2-(1-tert-Butoxycarbonylpyrazol-3-yl)oxy-2-methyl-malonic acid diethyl ester C(C)OC(C(C(=O)OCC)(C)OC1=NN(C=C1)C(=O)OC(C)(C)C)=O